(S)-2-((4-((2-hydroxy-1-phenylethyl)amino)-5-(5-(2-hydroxypropan-2-yl)-1,3,4-oxadiazol-2-yl)pyridin-2-yl)amino)-7,7-dimethyl-6-propyl-6,7-dihydro-5H-pyrrolo[3,4-b]pyridin-5-one OC[C@H](C1=CC=CC=C1)NC1=CC(=NC=C1C=1OC(=NN1)C(C)(C)O)NC1=CC=C2C(=N1)C(N(C2=O)CCC)(C)C